tert-butyl 6-[4-(3-bromo-2-pyridyl)piperazin-1-yl]-2-azaspiro[3.4]-octane-2-carboxylate BrC=1C(=NC=CC1)N1CCN(CC1)C1CC2(CN(C2)C(=O)OC(C)(C)C)CC1